C(C)C1=C2C=CC=NC2=C(C=C1)S(=O)(=O)NC1=C(C=CC=C1)C#CC=1C=CC=NC1 5-{2-[2-(5-Ethylchinolin-8-sulfonamido)phenyl]ethynyl}pyridin